CN1N=CC(=C1C1CCN(CC1)C1=CC(=NC(=N1)C(F)(F)F)N1C(C(C1)N1CCN(CC1)C(=O)OC(C)(C)C)CO)C tert-butyl 4-(1-(6-(4-(1,4-dimethyl-1H-pyrazol-5-yl)piperidin-1-yl)-2-(trifluoromethyl)pyrimidin-4-yl)-2-(hydroxymethyl)azetidin-3-yl)piperazine-1-carboxylate